C(CCCCCC)C=1SC=CC=CC=CC1 heptyl-thionine